6-[5-chloro-3-(2-methyl-6-morpholin-4-ylpyridin-4-yl)oxypyridin-2-yl]pyridin-3-yl-2-fluoroethanamine ClC=1C=C(C(=NC1)C1=CC=C(C=N1)C(CF)N)OC1=CC(=NC(=C1)N1CCOCC1)C